BrC1=NN2C(N3C(=C(C2=O)N2C[C@H](N(CC2)C(=O)OC(C)(C)C)C)C(CC3C(=O)O)C)=N1 2-bromo-6-((R)-4-(tert-Butoxycarbonyl)-3-methylpiperazin-1-yl)-7-methyl-5-oxo-5,7,8,9-tetrahydropyrrolo[1,2-c][1,2,4]triazolo[1,5-a]pyrimidine-9-carboxylic acid